C(C)(C)(C)C1=NC(=NO1)C(=O)NCC1=C(C=C(C=C1)C1=C2C(=NC=C1)SC(=C2)CCCCN2CCC(CC2)C2=CC=C(C=C2)NC2C(NC(CC2)=O)=O)C 5-tert-butyl-N-[[4-[2-[4-[4-[4-[(2,6-dioxo-3-piperidyl)amino]phenyl]-1-piperidyl]butyl]thieno[2,3-b]pyridin-4-yl]-2-methyl-phenyl]methyl]-1,2,4-oxadiazole-3-carboxamide